(1-(cyanoethyl)-1H-pyrazol-5-yl)boronic acid C(#N)CCN1N=CC=C1B(O)O